NC1=C(C=CC=C1C)NC(CC1=CC=C(C2=CC=CC=C12)Br)=O N-(2-Amino-3-methylphenyl)-2-(4-bromonaphthalen-1-yl)acetamide